CC=1C=C2C(C(NC2=CC1)=O)=NN=C1SCC(N1C1=C(C=CC=C1)Cl)=O 5-methyl-3-(2-(3-(2-chlorophenyl)-4-oxothiazolidine-2-ylidene)hydrazono)-1H-indol-2-one